[N+](=O)([O-])C1=C(C=CC=C1)S(=O)(=O)N1CCN(CC1)[C@@H]1C=2C(NCC1)=C(N(N2)C2=CC=C(C=C2)OC2=C(C=CC=C2)OC(F)(F)F)C(=O)[O-] (7S)-7-[4-(2-nitrobenzene-1-sulfonyl)piperazin-1-yl]-2-{4-[2-(trifluoromethoxy)phenoxy]phenyl}-4,5,6,7-tetrahydro-2H-pyrazolo[4,3-b]pyridine-3-carboxylate